N-(3-methoxy-4-(3-(methylamino)-6-(pyrazolo[1,5-a]pyrimidin-3-yl)-1H-pyrazolo[4,3-c]pyridin-1-yl)phenyl)methanesulfonamide COC=1C=C(C=CC1N1N=C(C=2C=NC(=CC21)C=2C=NN1C2N=CC=C1)NC)NS(=O)(=O)C